FC=1C=CC(=C(OC=2C=C3C(=NC2)NC=C3)C1)C(=O)OC 5-(5-fluoro-2-(methoxycarbonyl)phenoxy)-1H-pyrrolo[2,3-b]pyridine